C1(=CCCCC1)C(=O)NC=1C(=C(C=CC1)C1=C2C(=C(NC2=C(C=C1)C(=O)N)C)C)C 4-(3-(cyclohex-1-enecarboxamido)-2-methylphenyl)-2,3-dimethyl-1H-indole-7-carboxamide